N1([C@H]2[C@@H](CC1)COC2)C2=NC=CC(=N2)NC=2N=CC1=C(C=NC(=C1C2)C(C)C)N2[C@@H]([C@H](C2)CS(=O)(=O)C)C N-(2-((3aR,6aS)-hexahydro-1H-furo[3,4-b]pyrrol-1-yl)pyrimidin-4-yl)-5-isopropyl-8-((2R,3S)-2-methyl-3-((methylsulfonyl)meth-yl)azetidin-1-yl)-2,6-naphthyridin-3-amine